2-methyl-6-(3-(piperidine-1-carbonyl)pyrazolo[1,5-a]pyridin-7-yl)-3,4-dihydroisoquinolin-1(2H)-one CN1C(C2=CC=C(C=C2CC1)C1=CC=CC=2N1N=CC2C(=O)N2CCCCC2)=O